N-((5-cyclopropyl-1H-indazol-4-yl)methyl)-5-(trifluoromethyl)-thiophene-2-carboxamide C1(CC1)C=1C(=C2C=NNC2=CC1)CNC(=O)C=1SC(=CC1)C(F)(F)F